potassium calcium phosphate salt P(=O)([O-])([O-])[O-].[Ca+2].[K+]